dimethyl (3-((6-amino-2-(2-hydroxyethoxy)-8-methoxy-9H-purin-9-yl)methyl)-5-methoxybenzyl)phosphonate NC1=C2N=C(N(C2=NC(=N1)OCCO)CC=1C=C(CP(OC)(OC)=O)C=C(C1)OC)OC